cobalt (II) acetate C(C)(=O)[O-].[Co+2].C(C)(=O)[O-]